CC=1N(C=2N(C(C(=C(N2)C(F)(F)F)C=2C=NN(C2)CCC(F)(F)F)=O)C1)C1=NC=CC=C1 2-methyl-1-(pyridin-2-yl)-7-(trifluoromethyl)-6-[1-(3,3,3-trifluoropropyl)-1H-pyrazol-4-yl]-1H,5H-imidazo[1,2-a]pyrimidin-5-one